COCCOC1=C(C(=O)N)C=CC=C1 2-(2-methoxyethoxy)benzamide